BrC=1C=2C=NN3CCNC=4N=C(N=C(C1F)C4C23)OC[C@H]2N(CCC2)C 13-Bromo-14-fluoro-3-({[(2S)-1-methyltetrahydro-1H-pyrrol-2-yl]methyl}oxy)-2,4,6,9,10-pentaazatetracyclo[7.5.2.05,15.012,16]hexadecane-1(2),3,5(15),10,12(16),13-hexaene